N[C@H]1CN(C2=C(OC1)C=CC(=C2)Br)C (S)-3-Amino-7-bromo-5-methyl-2,3-dihydrobenzo[b][1,4]oxazepine